4-(2-bromophenyl)-1,3-oxazole BrC1=C(C=CC=C1)C=1N=COC1